tert-butyl-N-propan-2-ylcarbamate C(C)(C)(C)OC(NC(C)C)=O